CC1=C(OC2=C(C=C(C=C2C1=O)C)C(C)NC1=C(C(=O)O)C=CC=C1)C=1C=C2N(CCN(C2=O)C)C1 2-((1-(3,6-Dimethyl-2-(2-methyl-1-oxo-1,2,3,4-tetrahydropyrrolo[1,2-a]pyrazin-7-yl)-4-oxo-4H-chromen-8-yl)ethyl)amino)benzoic acid